(Z)-1,3-dicyclopentyl-3-hydroxyprop-2-en-1-one C1(CCCC1)C(\C=C(/O)\C1CCCC1)=O